C1(=CC=CC=C1)C=1NC=C(N1)C1=C(C=C(C=C1)F)F 2-phenyl-4-(2,4-difluorophenyl)imidazole